(R)-1-(2-(((S)-2-(difluoromethylene)hexahydro-1H-pyrrolizin-7a-yl)methoxy)-7-(8-ethyl-7-fluoro-3-hydroxynaphthalen-1-yl)-8-fluoropyrido[4,3-d]pyrimidin-4-yl)-3-methylpiperidin-3-ol FC(=C1C[C@@]2(CCCN2C1)COC=1N=C(C2=C(N1)C(=C(N=C2)C2=CC(=CC1=CC=C(C(=C21)CC)F)O)F)N2C[C@@](CCC2)(O)C)F